(Z)-3-(3-(3,5-bis(trifluoromethyl)phenyl)-1H-1,2,4-triazol-1-yl)-N-(4-(methoxy-d3)-2-oxo-2,5-dihydro-1H-pyrrol-1-yl)acrylamide FC(C=1C=C(C=C(C1)C(F)(F)F)C1=NN(C=N1)\C=C/C(=O)NN1C(C=C(C1)OC([2H])([2H])[2H])=O)(F)F